4-propylbenzoic acid C(CC)C1=CC=C(C(=O)O)C=C1